8-((tert-butyldimethylsilyloxy)methyl)-9-fluoro-3-methyl-1H-pyrrolo[1,2,3-de]quinoxalin [Si](C)(C)(C(C)(C)C)OCC=1C=C2C=3N(C(=CNC3C1F)C)C=C2